N[C@H](C(=O)NC[C@H](C)NC(C1=C(C=C(C=C1)NC=1C=2N(C=CN1)C(=CN2)C2=C(C(=C(C=C2)OC)F)F)CC)=O)CCCCN N-[(1S)-2-[[(2S)-2,6-diaminohexanoyl]amino]-1-methyl-ethyl]-4-[[3-(2,3-difluoro-4-methoxy-phenyl)imidazo[1,2-a]pyrazin-8-yl]amino]-2-ethyl-benzamide